1-((cis)-3-(imidazo[4,5-d]pyrrolo[2,3-b]pyridin-1(6H)-yl)cyclobutyl)-N-methylmethane-sulfonamide N1(C=NC=2C1=C1C(=NC2)NC=C1)[C@H]1C[C@H](C1)CS(=O)(=O)NC